OC1=C(C=CC=C1)C1=NN(C(=N1)C1=C(C=CC=C1)O)C1=CC=C(C(=O)O)C=C1 4-[3,5-bis-(hydroxyphenyl)-1,2,4-triazol-1-yl]-benzoic acid